C(=O)O.O[C@@]1([C@@H]2CN([C@H](C1)C2)C)C2=CC=C(S2)C(CSC2=NC(=NC1=CC=C(C=C21)OC)C)=O 1-(5-((1S,4S,5S)-5-hydroxy-2-methyl-2-azabicyclo[2.2.1]heptan-5-yl)thiophen-2-yl)-2-((6-methoxy-2-methylquinazolin-4-yl)thio)ethan-1-one formic acid salt